ClC1=C(C=CC=C1)C1N(CC(C1)OC)C=1N=CC(=NC1)C(=O)OC methyl 5-(2-(2-chlorophenyl)-4-methoxypyrrolidin-1-yl)pyrazine-2-carboxylate